6-(5-chloro-2-fluorophenyl)-3-(trifluoromethyl)pyridazin-4-amine ClC=1C=CC(=C(C1)C1=CC(=C(N=N1)C(F)(F)F)N)F